C(C)(C)(C)C1=CC=C(C=C1)C(C#N)CC1=CC=CC=C1 2-(4-(tert-butyl)phenyl)-3-phenylpropionitrile